4-Pyridineboronic acid pinacol ester N1=CC=C(C=C1)B1OC(C)(C)C(C)(C)O1